C1(CC1)C1(C(OCC1O)CO)O 3-cyclopropyl-2-(hydroxymethyl)tetrahydrofuran-3,4-diol